4-[(2R)-3-(3,4-dihydro-1H-isoquinolin-2-yl)-2-hydroxy-propyl]-8-(trifluoromethyl)-2,3-dihydro-1,4-benzoxazepin-5-one C1N(CCC2=CC=CC=C12)C[C@H](CN1CCOC2=C(C1=O)C=CC(=C2)C(F)(F)F)O